5-((Dimethylamino)methyl)-N'-(1,2,3,5,6,7-hexahydro-s-indacen-4-ylcarbamoyl)-pyridine-2-sulfonimidamide CN(C)CC=1C=CC(=NC1)S(=O)(N)=NC(NC1=C2CCCC2=CC=2CCCC12)=O